BrC=1C=CC(=C(C1)C=1N=C2N(C=CN=C2)C1C)Cl 2-(5-bromo-2-chlorophenyl)-3-methylimidazo[1,2-a]pyrazine